(1-methyl-1H-indazol-6-yl)methanol CN1N=CC2=CC=C(C=C12)CO